2-((tert-butyldimethylsilyl)oxy)-1-((4S,5S)-2,2-dimethyl-5-(2-methylprop-1-en-1-yl)-1,3-dioxolan-4-yl)ethan-1-one [Si](C)(C)(C(C)(C)C)OCC(=O)[C@H]1OC(O[C@H]1C=C(C)C)(C)C